C(=O)C1(CCN(CC1)C(=O)[O-])C 4-formyl-4-methylpiperidine-1-carboxylate